2-chloro-2-phenyl-cyclopropanecarboxylic acid ClC1(C(C1)C(=O)O)C1=CC=CC=C1